3-butyl-5-[2-(2,6-difluorophenyl)-5-phenyl-3H-imidazol-4-yl]-3H-imidazo[4,5-b]pyridin-2-ylamine mesylate S(C)(=O)(=O)O.C(CCC)N1C(=NC=2C1=NC(=CC2)C=2NC(=NC2C2=CC=CC=C2)C2=C(C=CC=C2F)F)N